CC1=NC(=NC(=C1)N1[C@H](CCCCC1)C1=C(C=C(C=C1)S(=O)(=O)C)C)N |r| (+-)-4-methyl-6-(2-(2-methyl-4-(methylsulfonyl)phenyl)azepan-1-yl)pyrimidin-2-amine